(R)-3-chloro-N-(2,2,2-trifluoro-1-(4-fluorophenyl)ethyl)imidazo[1,2-a]pyridine-2-sulfonamide ClC1=C(N=C2N1C=CC=C2)S(=O)(=O)N[C@@H](C(F)(F)F)C2=CC=C(C=C2)F